N1=CC=NC2=C1CCNCC2 6,7,8,9-tetrahydro-5H-pyrazino[2,3-d]azepine